2-chloroethanesulfonate ClCCS(=O)(=O)[O-]